C(C(=O)[O-])(=O)[O-].[Na+].[Na+].[Na+].[Na+].C(C(=O)[O-])(=O)[O-] tetra-sodium oxalate